4-(3-methoxypyridin-4-yl)-3-methylaniline COC=1C=NC=CC1C1=C(C=C(N)C=C1)C